CC1=C2CC[C@@H](C2=CC=C1)N (S)-4-methyl-2,3-dihydro-1H-inden-1-amine